3-(3-methylmorpholino)pyrazin-2(1H)-one CC1COCCN1C=1C(NC=CN1)=O